ClC1=CC2=C(C=N1)NC(N2CC2=CC=C(C=C2)C=2N(C=C(N2)C(F)(F)F)C)=O 6-chloro-1-(4-(1-methyl-4-(trifluoromethyl)-1H-imidazol-2-yl)benzyl)-1,3-dihydro-2H-imidazo[4,5-c]pyridin-2-one